ClC=1C=CC(=C(C1)C1=CC=C2C(=CN=NC2=C1)NCC1=C(C=C(C=C1)OC)OC)C1=NC=CC=C1 7-[5-chloro-2-(2-pyridyl)phenyl]-N-[(2,4-dimethoxyphenyl)methyl]cinnolin-4-amine